(4-amino-3-chloro-6-(4-chloro-2-fluoro-3-methoxyphenyl)picolinoyl)glycine methyl ester COC(CNC(C1=NC(=CC(=C1Cl)N)C1=C(C(=C(C=C1)Cl)OC)F)=O)=O